1-Ethylhydrazine C(C)NN